CC(C)(C=CCC)C 2,2-dimethyl-3-hexene